[2-amino-3-(indol-3-yl)propionylamino]-2-methylpropionic acid NC(C(=O)NC(C(=O)O)(C)C)CC1=CNC2=CC=CC=C12